CC[C@H](C)C(=O)O[C@@H](C[C@]1([C@@H](C[C@@H]([C@@]2([C@@H]1[C@@H](CC[C@@]2(CCl)O)OC(=O)C)COC(=O)C)OC(=O)C)C)C)C3=CC(=O)OC3 The molecule is a diterpene lactone isolated from the whole plants of Ajuga ciliata and has been shown to exhibit neuroprotective activity. It has a role as a plant metabolite and a neuroprotective agent. It is a diterpene lactone, an acetate ester, a butenolide, a carbobicyclic compound, an organochlorine compound and a tertiary alcohol.